[N+](#[C-])C1=CC=C(C(=O)OCC(=O)NC2=CC(=CC=C2)F)C=C1 2-((3-fluorophenyl)amino)-2-oxoethyl 4-isocyanobenzoate